N[C@@H](C)C(=O)N1[C@@H](CCC1)C(=O)O L-alanyl-L-proline